CC(CC)CCCCC(CCC(CCCCCCCCCCCC)C)C 3,8,11-trimethyltricosane